C1=C(C=CC2=CC=CC=C12)C1=CC=CC=2C3=CC=CC=C3NC12 (naphthalen-2-yl)-9H-carbazole